O1CC(C1)C=1N=CC(=NC1)N 5-(Oxetan-3-yl)pyrazin-2-amine